C(C)(=O)OC\1C(CCCC\C=C1)(O)CC(=O)OC methyl (Z)-2-(2-acetoxy-1-hydroxycyclooct-3-en-1-yl)acetate